4-(3-(2,7-diazaspiro[3.5]nonane-7-carbonyl)-1-(p-tolyl)-1H-pyrazol-5-yl)benzonitrile C1NCC12CCN(CC2)C(=O)C2=NN(C(=C2)C2=CC=C(C#N)C=C2)C2=CC=C(C=C2)C